OC1=CC=C(C=C1)C(\C=C\C1=CC=C(C=C1)C(F)(F)F)=O (E)-1-(4-Hydroxyphenyl)-3-[4-(trifluoromethyl)phenyl]prop-2-en-1-one